1-chloro-5-((3-fluorophenyl)ethynyl)-2,3-dihydro-1H-indene ClC1CCC2=CC(=CC=C12)C#CC1=CC(=CC=C1)F